4,4'-(phenylmethylene)bis(5-methyl-1H-pyrazol-3(2H)-one) C1(=CC=CC=C1)C(C=1C(NNC1C)=O)C=1C(NNC1C)=O